FC1=CC(=CC=2N(C(=NC21)C)C2CCN(CC2)C)C2=CNC1=NC=C(C=C12)NC1=CC(=NC=C1)N1CCN(CC1)C 3-(4-fluoro-2-methyl-1-(1-methylpiperidin-4-yl)-1H-benzo[d]imidazol-6-yl)-N-(2-(4-methylpiperazin-1-yl)pyridin-4-yl)-1H-pyrrolo[2,3-b]pyridin-5-amine